CC1(OB(OC1(C)C)C1=CC=2N(C=C1)C=NC2)C 7-(4,4,5,5-tetramethyl-1,3,2-dioxaborolan-2-yl)imidazo[1,5-a]pyridine